N'-(2-amino-6-(4-fluorophenyl)pyrimidin-4-yl)-2-(2,6-difluorophenyl)acetohydrazide NC1=NC(=CC(=N1)NNC(CC1=C(C=CC=C1F)F)=O)C1=CC=C(C=C1)F